tert-butyl{[6-oxo-1-(2,2,2-trifluoroethyl)-1,6-dihydropyridazin-4-yl]oxy}acetate C(C)(C)(C)OC(COC=1C=NN(C(C1)=O)CC(F)(F)F)=O